4-phenylazoaniline C1=CC=C(C=C1)N=NC2=CC=C(C=C2)N